indium bromide [Br-].[In+3].[Br-].[Br-]